FC=1C(=C(C=CC1)NS(=O)C1=CC=C2CCNC(C2=C1)=O)C N-(3-fluoro-2-methylphenyl)-1-oxo-1,2,3,4-tetrahydroisoquinoline-7-sulfinamide